7-(5-CHLORO-2,2-DIMETHYL-3H-1-BENZOFURAN-7-YL)-N-[(2,4-DIMETHOXYPHENYL)METHYL]CINNOLIN-4-AMINE ClC=1C=C(C2=C(CC(O2)(C)C)C1)C1=CC=C2C(=CN=NC2=C1)NCC1=C(C=C(C=C1)OC)OC